methyl (S)-3-cyclopropyl-7-((3-methylpiperidin-1-yl) methyl)-1-tosyl-1H-pyrrolo[3,2-b]pyridine-5-carboxylate C1(CC1)C1=CN(C=2C1=NC(=CC2CN2C[C@H](CCC2)C)C(=O)OC)S(=O)(=O)C2=CC=C(C)C=C2